O(O)O.[Co].[Mg].[Al] aluminum-magnesium cobalt oxyhydroxide